(R)-1-(2,5-difluoropyridin-3-yl)ethyl (1-methyl-4-(2-oxo-2,3-dihydro-1H-pyrido-[2,3-b][1,4]oxazin-6-yl)-1H-1,2,3-triazol-5-yl)carbamate CN1N=NC(=C1NC(O[C@H](C)C=1C(=NC=C(C1)F)F)=O)C=1C=CC2=C(OCC(N2)=O)N1